FC1(CCC(CC1)C1=NC=NC(=C1NC(C1=CN=C(C(=C1)F)F)=O)C1=C(C=CC(=C1)F)F)F N-(4-(4,4-difluorocyclohexyl)-6-(2,5-difluorophenyl)pyrimidin-5-yl)-5,6-difluoronicotinamide